N-(4-((benzyloxy)methyl)phenyl)-5-(4,5-diaminopyrimidin-2-yl)-2-fluorobenzamide C(C1=CC=CC=C1)OCC1=CC=C(C=C1)NC(C1=C(C=CC(=C1)C1=NC=C(C(=N1)N)N)F)=O